FC(S(=O)(=O)OC1=NC(=NC=2CC3(CCC12)CCC1=CC=CC=C13)SC)(F)F 2'-(methylthio)-2,3,5',8'-tetrahydro-6'H-spiro[indene-1,7'-quinazolin]-4'-yl trifluoromethanesulfonate